(2-fluoroanilino)fluoran potassium permanganate [Mn](=O)(=O)(=O)[O-].[K+].FC1=C(NF)C=CC=C1